C(=O)C12CCC(CC1)(CC2)C(=O)[O-] 4-formylbicyclo[2.2.2]octane-1-carboxylate